2-chloro-N-(5-chloro-6-(2H-1,2,3-triazol-2-yl)pyridin-3-yl)-8-methyl-8-(trifluoromethyl)-7,8-dihydro-6H-cyclopenta[e]pyrazolo[1,5-a]pyrimidine-6-carboxamide ClC1=NN2C(N=CC3=C2C(CC3C(=O)NC=3C=NC(=C(C3)Cl)N3N=CC=N3)(C(F)(F)F)C)=C1